C(C1=CC=CC=C1)(=O)OCON=C1CCCC2=CC(=CC=C12)OCC=1C(=NOC1C1CC1)C1=C(C=CC=C1Cl)Cl ((((6-((5-cyclopropyl-3-(2,6-dichlorophenyl) isoxazol-4-yl) methoxy)-3,4-dihydronaphthalen-1(2h)-ylidene) amino) oxy) methyl) benzoate